[As]([O-])([O-])[O-].[Ga+3] gallium arsenite